N-(2-methoxy)ethyl-2-mercapto-5-valerolactam COCCN1C(C(CCC1)S)=O